1-[3-(difluoromethyl)-6-[5-[(6-keto-5,5,7-trimethyl-pyrrolo[2,3-c]pyridazin-3-yl)amino]-6-methoxy-benzimidazol-1-yl]-2-pyridyl]-5-methyl-pyrazole-3-carbonitrile FC(C=1C(=NC(=CC1)N1C=NC2=C1C=C(C(=C2)NC2=CC1=C(N=N2)N(C(C1(C)C)=O)C)OC)N1N=C(C=C1C)C#N)F